7-((3-Chlorobenzyl)oxy)-3,4-dihydroisoquinoline-2(1H)-carboxylic acid tert-butyl ester C(C)(C)(C)OC(=O)N1CC2=CC(=CC=C2CC1)OCC1=CC(=CC=C1)Cl